pivalic acid 7-methyl-5-oxo-2,3,4,5-tetrahydrobenzo[b]oxepin-8-yl ester CC1=CC2=C(OCCCC2=O)C=C1OC(C(C)(C)C)=O